4-(2-(4-bromophenyl)but-3-yn-2-yl)thiazol-2-amine BrC1=CC=C(C=C1)C(C)(C#C)C=1N=C(SC1)N